7-chloro-2-methyl-6-(trifluoromethyl)-3,4-dihydroisoquinolin-1(2H)-one ClC1=C(C=C2CCN(C(C2=C1)=O)C)C(F)(F)F